C(C1=CC=CC=C1)SC1=CC(=C(CN2C(CCC3=CN=C4C(=C23)C=CC(=N4)OC)=O)C(=C1)F)F 1-(4-(benzylthio)-2,6-difluorobenzyl)-8-methoxy-3,4-dihydropyrido[2,3-h][1,6]Naphthyridin-2(1H)-one